oxetine O1C=CC1